α-methylpiperidin-1-ethanol CC(CN1CCCCC1)O